(R)-3-aminobutan-1-ol N[C@@H](CCO)C